CC1=CC=2C3=NN(CC(=C3C=CC2C(=C1)C1=CC=CC=C1)C1=CC=CC=C1)C 2,9-dimethyl-4,7-diphenyl-9,10-phenanthroline